C(C)OC(CN1CCC(CC1)CC(=O)O)=O 2-(1-(2-ethoxy-2-oxoethyl)piperidin-4-yl)acetic acid